ClC=1C(N(CCC1)C1=CC=C(C=C1)[N+](=O)[O-])=O 3-chloro-1-(4-nitrophenyl)-5,6-dihydropyridin-2(1H)-one